Cl.NC\C=C(\CN1N=NC2=C1C=CC=C2C=2C=CC(=C(C2)S(=O)(=O)NC(C)C)OC)/F (Z)-5-(1-(4-amino-2-fluoro-but-2-en-1-yl)-1H-benzo[d][1,2,3]triazol-4-yl)-N-isopropyl-2-methoxybenzenesulfonamide hydrochloride